t-octylperoxy-n-butyl monocarbonate C(OCCCCOOC(C)(C)CC(C)(C)C)([O-])=O